4'-bromo-8-chloro-3,4-dihydro-2H-spiro[benzo[b]oxepine-5,2'-benzo[d][1,3]dioxole] BrC1=CC=CC=2OC3(OC21)C2=C(OCCC3)C=C(C=C2)Cl